1-(tert-butoxycarbonyl)-1,2,3,6-tetrahydropyridine-4-carboxylic acid C(C)(C)(C)OC(=O)N1CCC(=CC1)C(=O)O